BrC=1C2=CCC(C(C2(C(C2(C(C(C(C(C12)([2H])[2H])([2H])[2H])([2H])[2H])([2H])[2H])[2H])(C1=CC=CC2=CC=CC=C12)[2H])[2H])([2H])[2H])([2H])[2H] 9-bromo-10-(naphthalene-1-yl)anthracene-d15